(R)-2-(5-amino-2-(furan-2-yl)-7H-pyrazolo[4,3-e][1,2,4]triazolo[1,5-c]pyrimidin-7-yl)-2-phenyl-N-(tetrahydro-2H-thiopyran-4-yl)propanamide NC1=NC2=C(C=3N1N=C(N3)C=3OC=CC3)C=NN2[C@](C(=O)NC2CCSCC2)(C)C2=CC=CC=C2